FC=1C(=C(C(=C2C(=C(C(=C(C12)[B-](C1=C(C(=C(C2=C(C(=C(C(=C12)F)F)F)F)F)F)F)(C1=C(C(=C(C2=C(C(=C(C(=C12)F)F)F)F)F)F)F)C1=C(C(=C(C2=C(C(=C(C(=C12)F)F)F)F)F)F)F)F)F)F)F)F)F.FC=1C(=C(C(=C2C(=C(C(=C(C12)[B-](C1=C(C(=C(C2=C(C(=C(C(=C12)F)F)F)F)F)F)F)(C1=C(C(=C(C2=C(C(=C(C(=C12)F)F)F)F)F)F)F)C1=C(C(=C(C2=C(C(=C(C(=C12)F)F)F)F)F)F)F)F)F)F)F)F)F.[Li+] lithium tetrakis(heptafluoronaphthalenyl)borate, Tetrakis(heptafluoronaphthalenyl)borate salt